The molecule is a trihydroxyflavanone carrying the hydroxy groups at positions 2,5 and 7. It is a trihydroxyflavanone and a member of 2-hydroxyflavanones. C1C(=O)C2=C(C=C(C=C2OC1(C3=CC=CC=C3)O)O)O